FC(CC(CO)NC=1C2=C(N=C(N1)C1=CC=NC=C1)C=NC=C2)(F)F 4,4,4-trifluoro-2-{[2-(pyridin-4-yl)pyrido[3,4-d]pyrimidin-4-yl]amino}butan-1-ol